tert-butyl-3-cyano-4-(6-(6-((6-methoxypyridin-3-yl)methyl)-3,6-diazabicyclo[3.1.1]heptan-3-yl)pyridin-3-yl)pyrazole C(C)(C)(C)C1=C(C(=NN1)C#N)C=1C=NC(=CC1)N1CC2N(C(C1)C2)CC=2C=NC(=CC2)OC